1-((3,3-difluorocyclopentyl)methyl)-4-methyl-3-(1,1,1-trifluoropropan-2-yl)-1H-pyrazole FC1(CC(CC1)CN1N=C(C(=C1)C)C(C(F)(F)F)C)F